C(C)(C)OC(=O)OC(=O)C1CCCCC1 Cyclohexanecarboxylic acid isopropoxycarbonyl ester